6,6-bis(trifluoromethyl)oct-4-ene FC(C(C=CCCC)(CC)C(F)(F)F)(F)F